C(C)OC1=CC=C(C=C1)C=1SC(=CN1)C1=NC2=CC=C(C=C2C(=C1)C(=O)O)F 2-(2-(4-ethoxyphenyl)thiazol-5-yl)-6-fluoroquinoline-4-carboxylic acid